tert-butyl (3R)-3-[[2-fluoro-4-(1-methyltriazol-4-yl)benzoyl]-[2-(pyridine-3-carbonyl)thieno[3,2-c]pyridin-4-yl]amino]piperidine-1-carboxylate FC1=C(C(=O)N([C@H]2CN(CCC2)C(=O)OC(C)(C)C)C2=NC=CC3=C2C=C(S3)C(=O)C=3C=NC=CC3)C=CC(=C1)C=1N=NN(C1)C